2-fluoro-5-methoxy-4-{[3-(4-{[(1R,4R)-4-{2-oxa-6-azaspiro[3.3]heptan-6-yl}cyclohexyl]amino}-1-(2,2,2-trifluoroethyl)-1H-indol-2-yl)prop-2-yn-1-yl]amino}benzamide FC1=C(C(=O)N)C=C(C(=C1)NCC#CC=1N(C2=CC=CC(=C2C1)NC1CCC(CC1)N1CC2(COC2)C1)CC(F)(F)F)OC